8-(2,4-difluorophenyl)-6-(2-(tetrahydrofuran-3-yl)tetrahydro-2H-pyran-4-yl)-1,3-dihydro-10H-furo[3,4-d]pyrimido[1,6-a]pyrimidin-10-one FC1=C(C=CC(=C1)F)C1=NC(=CC=2N1C(C1=C(N2)COC1)=O)C1CC(OCC1)C1COCC1